C(C)OC(=O)C=1N(C=C2C(CCCC12)=O)C 2-Methyl-4-oxo-4,5,6,7-tetrahydro-2H-isoindole-1-carboxylic acid ethyl ester